F[C@@H]1CN(CC1)CCO 2-[(3S)-3-fluoropyrrolidin-1-yl]ethanol